BrC1=C(C(=CC(=C1)Br)Br)C1=NC(=NC(=N1)C1=C(C=C(C=C1Br)Br)Br)C1=C(C=C(C=C1Br)Br)Br 2,4,6-tris(2,4,6-tribromophenyl)-1,3,5-triazine